4-amino-1-[(2R,5R)-3,3-difluoro-4-hydroxy-5-(hydroxymethyl)oxolan-2-yl]pyrimidin-2-one NC1=NC(N(C=C1)[C@@H]1O[C@@H](C(C1(F)F)O)CO)=O